C(C(C)(C)C)(=O)[O-].C(C(C)(C)C)(=O)[O-].C(C(C)(C)C)(=O)[O-].CC1(C=CC=C1)[Zr+3] (methylcyclopentadienyl)zirconium tris(pivalate)